1-(iodomethyl)-3-(methyl-d3)-2-oxabicyclo[2.1.1]hexane-4-d ICC12OC(C(C1)(C2)[2H])C([2H])([2H])[2H]